(2S,3R)-3-((2-aminopyridin-4-yl)methyl)-N2-(1-methyl-1H-pyrazol-5-yl)-N1-((R)-1-(2,3-difluorophenyl)propyl)-N2-methyl-4-oxoazetidine-1,2-dicarboxamide NC1=NC=CC(=C1)C[C@@H]1[C@H](N(C1=O)C(=O)N[C@H](CC)C1=C(C(=CC=C1)F)F)C(=O)N(C)C1=CC=NN1C